(R)-2-chloro-4-(7-chloro-10-(3-(4-chloro-3,5-dimethylphenoxy)propyl)-4-methyl-1-oxo-6-(1,3,5-trimethyl-1H-pyrazol-4-yl)-3,4-dihydropyrazino[1,2-a]indol-2(1H)-yl)benzoic Acid ClC1=C(C(=O)O)C=CC(=C1)N1C(C=2N(C=3C(=C(C=CC3C2CCCOC2=CC(=C(C(=C2)C)Cl)C)Cl)C=2C(=NN(C2C)C)C)[C@@H](C1)C)=O